C1(CC1)C1=NC(=C2N1CCN(C2)C(=O)NC)C=2C=CC=C1C=C(N=CC21)O[Si](C(C)C)(C(C)C)C(C)C 3-cyclopropyl-N-methyl-1-(3-(triisopropylsiloxy)isoquinolin-8-yl)-5,6-dihydroimidazo[1,5-a]pyrazine-7(8H)-carboxamide